diethyl ((3-chloropyridine-2-sulfonimidoyl)methyl)phosphonate ClC=1C(=NC=CC1)S(=O)(=N)CP(OCC)(OCC)=O